C(C1=CC=CC=C1)(=O)NC(N(CC=1C=CC=C2C=CN=CC12)C1=C(NC=C1)C(=O)OCC)=S ethyl 3-(3-benzoyl-1-(isoquinolin-8-ylmethyl)thioureido)-1H-pyrrole-2-carboxylate